C(C)(C)(C)OC(=O)N[C@@]1(CN(CC1)C1=CC(=NC=C1C(=O)O)OC)C (S)-4-(3-((tert-Butoxycarbonyl)amino)-3-methylpyrrolidin-1-yl)-6-methoxynicotinic acid